(Ra)-6-(4-Fluoro-1-((3'-fluoro-[1,1'-biphenyl]-4-yl)methyl)-1H-indol-7-carboxamido)spiro-[3.3]heptan FC1=C2C=CN(C2=C(C=C1)C(=O)NC1CC2(CCC2)C1)CC1=CC=C(C=C1)C1=CC(=CC=C1)F